C1(CC1)[C@@H]1N(C2=CC=C(C=C2[C@@H]([C@H]1C)NC1=CC=CC=C1)N1CCOCC1)C(C)=O ((2S,3R,4R)-2-cyclopropyl-3-methyl-6-morpholino-4-(phenylamino)-3,4-dihydroquinolin-1(2H)-yl)ethanone